(((((2S,3S,4R,5R)-5-(6-chloro-4-((2-chlorobenzyl)amino)-1H-pyrazolo[3,4-d]pyrimidin-1-yl)-3,4-dihydroxytetrahydrofuran-2-yl)methyl)sulfonyl)methyl)phosphonic acid ClC1=NC(=C2C(=N1)N(N=C2)[C@H]2[C@@H]([C@@H]([C@H](O2)CS(=O)(=O)CP(O)(O)=O)O)O)NCC2=C(C=CC=C2)Cl